C[Si](C)(C)[NH-].[Li+].[Li+].C[Si](C)(C)[NH-] dilithium (trimethylsilyl)amide